C(C)(C)(C)C=1C=CC2=C(N=C(O2)C2(CCN(CC2)C2=C(C(N(C3=CC=CC=C23)C)=O)C#N)C)C1 4-[4-(5-tert-butyl-1,3-benzoxazol-2-yl)-4-methylpiperidin-1-yl]-1-methyl-2-oxo-1,2-dihydroquinoline-3-carbonitrile